FC=1C=C2C=C(N(C2=CC1)C(=O)[O-])C=1C=NC(=NC1)N1CCOCC1 5-fluoro-2-(2-morpholinopyrimidin-5-yl)-1H-indole-1-carboxylate